FC1=C(C=2[C@](C3=C(NC2N=C1)CC(CC3=O)(C)C)(C)C3=CC(=CC=C3)OC(C)C)C#N (S)-3-fluoro-5-(3-isopropoxyphenyl)-5,8,8-trimethyl-6-oxo-5,6,7,8,9,10-hexahydrobenzo[b][1,8]naphthyridine-4-carbonitrile